IC1=CN(C2=C1C(=NC=C2)N2C[C@H](N(C[C@@H]2C)C(=O)OC(C)(C)C)C)S(=O)(=O)C2=CC=C(C)C=C2 tert-butyl (2R,5S)-4-(3-iodo-1-tosyl-1H-pyrrolo[3,2-c]pyridin-4-yl)-2,5-dimethylpiperazine-1-carboxylate